1'-(4-iodo-1-methyl-1H-pyrazol-5-yl)-1',4'-dihydro-2'H-spiro[cyclopropane-1,3'-quinolin]-2'-one IC=1C=NN(C1N1C(C2(CC3=CC=CC=C13)CC2)=O)C